ClC=1C2=C(N=C(N1)C=1N(C=CN1)C)SC(=C2C2=CC=CC=C2)C2=NN(C=C2)C(C)C 4-chloro-6-(1-isopropyl-1H-pyrazol-3-yl)-2-(1-methyl-1H-imidazol-2-yl)-5-phenylthieno[2,3-d]pyrimidine